tert-butyl 3-(6-chloro-5-fluoro-4-iodo-3-methyl-2,7-naphthyridin-1-yl)-3,8-diazabicyclo[3.2.1]octane-8-carboxylate ClC=1C(=C2C(=C(N=C(C2=CN1)N1CC2CCC(C1)N2C(=O)OC(C)(C)C)C)I)F